OC1(CCC(CC1)CN1C(N(C=2N=CN(C2C1=O)CC(F)(F)F)C)=O)C(F)(F)F 1-((4-hydroxy-4-(trifluoromethyl)cyclohexyl)methyl)-3-methyl-7-(2,2,2-trifluoroethyl)-1H-purine-2,6(3H,7H)-dione